2-mercapto-2-methyl-1,3-propanediol SC(CO)(CO)C